6-bromo-1H-indole-2-carbaldehyde BrC1=CC=C2C=C(NC2=C1)C=O